6,7-Dibromo-2,4-dimethylthieno[3,2-C]pyridine BrC1=C(C2=C(C(=N1)C)C=C(S2)C)Br